ClC1=CC2=C(OC(CO2)(C)C)C=C1CN1OCC(C1=O)(C)C 2-[(6-chloro-2,2-dimethyl-3H-1,4-benzodioxin-7-yl)methyl]-4,4-dimethyl-isoxazolidin-3-one